C(C)(C)(C)N(C([O-])=O)C[C@H]1N(CCC1)C1=NC2=C(C(=CC=C2C(=C1)N1C=NC=C1)Cl)Cl.[O-2].[Ti+3] Titanium oxide tert-butyl-(S)-((1-(7,8-dichloro-4-(1H-imidazol-1-yl)quinolin-2-yl)pyrrolidin-2-yl)methyl)carbamate